[O-]C(=O)[C@H](O)[C@@H](O)[C@H](O)[C@H](O)C(=O)[O-].[Ca+2] Calcium saccharat